tert-butyl 4-(1-(6-(4-(1,4-dimethyl-1H-pyrazol-5-yl)piperidin-1-yl)-2-(trifluoromethyl)pyrimidin-4-yl)-2-(fluoromethyl)azetidin-3-yl)piperazine-1-carboxylate CN1N=CC(=C1C1CCN(CC1)C1=CC(=NC(=N1)C(F)(F)F)N1C(C(C1)N1CCN(CC1)C(=O)OC(C)(C)C)CF)C